OC1(CCN(CC1)C1=NC=C(C=C1)B1OC(C(O1)(C)C)(C)C)CC(=O)OC(C)(C)C tert-butyl 2-[4-hydroxy-1-[5-(4,4,5,5-tetramethyl-1,3,2-dioxaborolan-2-yl)-2-pyridyl]-4-piperidyl]acetate